ClC1=NC=CC(=C1)C#CC=1N=C(N(C1)C=1C=NC(=CC1)C)C(=O)N 4-((2-chloropyridin-4-yl)ethynyl)-1-(6-methylpyridin-3-yl)-1H-imidazole-2-carboxamide